2-OXOETHANAMINE O=CCN